5-(4-((1-(2-(4-(4-chloro-1,2-diphenylbut-1-en-1-yl)phenoxy)ethyl)piperidin-4-yl)Methyl)piperazin-1-yl-2,2,3,3,5,5,6,6-d8)-2-(2,6-dioxopiperidin-3-yl)-4-fluoroisoindoline-1,3-dione ClCCC(=C(C1=CC=CC=C1)C1=CC=C(OCCN2CCC(CC2)CN2C(C(N(C(C2([2H])[2H])([2H])[2H])C=2C(=C3C(N(C(C3=CC2)=O)C2C(NC(CC2)=O)=O)=O)F)([2H])[2H])([2H])[2H])C=C1)C1=CC=CC=C1